methyl 2-methoxy-5-methyl-6-(trifluoromethyl)nicotinate COC1=C(C(=O)OC)C=C(C(=N1)C(F)(F)F)C